4-bromo-5-[4-(3-trifluoromethyl-benzoyl)-piperazin-1-yl]-benzofuran-2-carboxylic acid BrC1=C(C=CC2=C1C=C(O2)C(=O)O)N2CCN(CC2)C(C2=CC(=CC=C2)C(F)(F)F)=O